N1CCC12CN(C2)C=2C=1N(C=CN2)C(=NC1)N1C[C@@H](C[C@H](C1)F)NC1=NC=C(C=N1)C(F)(F)F N-((3R,5R)-1-(8-(1,6-diazaspiro[3.3]heptan-6-yl)imidazo[1,5-a]pyrazin-3-yl)-5-fluoropiperidin-3-yl)-5-(trifluoromethyl)pyrimidin-2-amine